ClC1=C(C=C(C(=O)N)C=C1)C=1NC2=CC(=C(C(=C2C(C1)=O)F)C=1C=NNC1)F 4-chloro-3-(5,7-difluoro-4-oxo-6-(1H-pyrazol-4-yl)-1,4-dihydroquinolin-2-yl)benzamide